(3R)-N-((2S)-2-(dimethylamino)-3-(1H-indazol-5-yl)butyl)-3-(2-methylpyrimidin-5-yl)-3-(1-(trifluoromethyl)cyclopropyl)propanamide CN([C@H](CNC(C[C@@H](C1(CC1)C(F)(F)F)C=1C=NC(=NC1)C)=O)C(C)C=1C=C2C=NNC2=CC1)C